[Si](C)(C)(C(C)(C)C)OCC1=NOC=C1C(=O)OCC ethyl 3-(((tert-butyldimethylsilyl)oxy)methyl)isoxazole-4-carboxylate